C(C)(C)(C)C=1C(=C(CN(CC2=C(C(=CC(=C2)C(C)(C)C)C(C)(C)C)O)CC2=C(C(=CC(=C2)C(C)(C)C)C(C)(C)C)O)C=C(C1)C(C)(C)C)O tris(3,5-di-tert-butyl-2-hydroxybenzyl)amine